(1R,3S)-3-[5-(3-formyl-4-hydroxy-5-methylbenzamido)-2H-pyrazol-3-yl]cyclopentyl N-isopropylcarbamate C(C)(C)NC(O[C@H]1C[C@H](CC1)C=1NN=C(C1)NC(C1=CC(=C(C(=C1)C)O)C=O)=O)=O